F[P-](F)(F)(F)(F)F.C1(=CC=CC=C1)SC1=CC=C(C=C1)[S+](C1=CC=CC=C1)C1=CC=CC=C1 4-(phenylthio)phenyl-diphenyl-sulfur hexafluorophosphate